sodium N-(2-aminoethyl)-β-alanine salt NCCNCCC(=O)[O-].[Na+]